CC1=CC=C(C=C1)S(=O)(=O)OC1COC(OC1)(C)C 2,2-dimethyl-1,3-dioxan-5-yl 4-methylbenzenesulfonate